O=C1NC(CCC1N1C(C2=C3C(C(=CC=C13)CCC=O)=CC=C2)=O)=O 3-[1-(2,6-dioxo-3-piperidyl)-2-oxo-benzo[cd]indol-6-yl]propanal